5-[4-(3-quinolylamino)-2-pyrimidinylamino]-2-indolinone N1=CC(=CC2=CC=CC=C12)NC1=NC(=NC=C1)NC=1C=C2CC(NC2=CC1)=O